but-2-yne-1,4-diamine C(C#CCN)N